C1(CCCC1)C1=C(C(=CC(=C1)N1CC2=CC=C(C=C2CC1)F)C)NC(CC(C)(C)C)=O N-(2-cyclopentyl-4-(6-fluoro-3,4-dihydroisoquinolin-2(1H)-yl)-6-methylphenyl)-3,3-dimethylbutyramide